BrC1=CC=C(O1)C(=O)NC=1C(=NC=C(C1)C(F)(F)F)N1[C@@H](C[C@H](CC1)O)C 5-bromo-N-[2-[(2R,4S)-4-hydroxy-2-methyl-1-piperidyl]-5-(trifluoromethyl)-3-pyridyl]furan-2-carboxamide